C(C1=CC=CC=C1)N(C=1C(=NC(=C(C1)F)C(F)(F)F)OC)CC1=CC=CC=C1 dibenzyl-5-fluoro-2-methoxy-6-(trifluoromethyl)pyridin-3-amine